CC1(CN(C2=CC=CC=C12)CCC)C 1,3-dihydro-3,3-dimethyl-1-propyl-2H-indol